The molecule is a 6-oxo monocarboxylic acid anion resulting from the deprotonation of the carboxy group of (2Z,4E)-2-hydroxy-5-methyl-6-oxohexa-2,4-dienoic acid. The major species at pH 7.3. It is a conjugate base of a (2Z,4E)-2-hydroxy-5-methyl-6-oxohexa-2,4-dienoic acid. C/C(=C/[O-])/C=C/C(=O)C(=O)O